6-[(1S,2S)-2-[6-(2,4-dimethoxypyrimidin-5-yl)imidazo[1,2-b]pyridazin-8-yl]cyclopropyl]quinoline COC1=NC=C(C(=N1)OC)C=1C=C(C=2N(N1)C=CN2)[C@@H]2[C@H](C2)C=2C=C1C=CC=NC1=CC2